FC(C=1C=C(C=C(C1)C(F)(F)F)NC(=S)NCCCCO)(F)F (3,5-bis(trifluoromethyl)phenyl)-3-(4-hydroxybutyl)thiourea